C(C)C1=C(C=CC=C1)P(=O)(C(C1=C(C=C(C=C1C)C)C)=O)OCC1=CC2(OCCO2)CCC1 (1,4-dioxaspiro[4.5]dec-6-en-7-yl)methanol ethyl(2,4,6-trimethylbenzoyl)phenyl-phosphinate